CC(CC=C)CC(C)C 4,6-dimethylhept-1-ene